C(#N)C1=CC=C(S1)C1(OC2=C(O1)C=CC=C2C2=CC(=C(CC1=NC3=C(N1CCOC)C=C(C=C3)C(=O)O)C(=C2)F)F)C 2-(4-(2-(5-cyanothiophen-2-yl)-2-methylbenzo[d][1,3]dioxol-4-yl)-2,6-difluorobenzyl)-1-(2-methoxyethyl)-1H-benzo[d]imidazole-6-carboxylic acid